2-(4-(di(1H-indol-3-yl)methyl)thiazole-2-yl)phenol N1C=C(C2=CC=CC=C12)C(C=1N=C(SC1)C1=C(C=CC=C1)O)C1=CNC2=CC=CC=C12